Cl.ClC1=NC=CC(=N1)N1CCNCC1 2-chloro-4-(piperazin-1-yl)pyrimidine hydrochloride